(S*)-5-(3-Chloro-2-fluoro-6-(1H-tetrazol-1-yl)phenyl)-2-(1-(4-cyano-2-(difluoromethyl)-1'H,2H-[3,4'-bipyrazol]-1'-yl)-2-cyclopropylethyl)pyridine 1-oxide ClC=1C(=C(C(=CC1)N1N=NN=C1)C=1C=CC(=[N+](C1)[O-])[C@H](CC1CC1)N1N=CC(=C1)C=1N(N=CC1C#N)C(F)F)F |o1:19|